FC=1C=C(C=CC1[C@H]1[C@H](COC2=CC(=CC=C12)O)C1=CC=CC=C1)N1CCC(CC1)C=O 1-(3-fluoro-4-((3S,4S)-7-hydroxy-3-phenylchroman-4-yl)phenyl)piperidine-4-carbaldehyde